(Z)-6-((2-(aminomethyl)-3-fluoroallyl)oxy)-2-cyclopropyl-1,2-dihydro-3H-pyrrolo[3,4-c]pyridin-3-one trifluoroacetate salt FC(C(=O)O)(F)F.NC/C(/COC1=CC2=C(C=N1)C(N(C2)C2CC2)=O)=C/F